NC1=CC(=C(C=C1F)C(C(=O)NCC(F)(F)F)C)C=C (4-amino-5-fluoro-2-vinylphenyl)-N-(2,2,2-trifluoroethyl)propanamide